2-amino-3-(1-ethyl-3-(trifluoromethyl)-1H-pyrazol-4-yl)-5-vinylbenzoate NC1=C(C(=O)[O-])C=C(C=C1C=1C(=NN(C1)CC)C(F)(F)F)C=C